4-((5-(3-(5-(tert-butyl)oxazol-2-yl)cyclopentyl)-1H-pyrazol-3-yl)amino)-3-fluorobenzenesulfonamide C(C)(C)(C)C1=CN=C(O1)C1CC(CC1)C1=CC(=NN1)NC1=C(C=C(C=C1)S(=O)(=O)N)F